4-(4-(thieno[3,2-b]furan-3-yl)thiophen-2-yl)-4-oxobutyric acid O1C2=C(C(=C1)C=1C=C(SC1)C(CCC(=O)O)=O)SC=C2